(3-(3-(6-fluoronaphthalene-1-yl)azetidin-1-yl)5-(methoxymethyl)-4H-1,2,4-triazole-4-yl)-2-methoxypyridine FC=1C=C2C=CC=C(C2=CC1)C1CN(C1)C1=NN=C(N1C=1C(=NC=CC1)OC)COC